(R)-2-methyl-1-((S)-2-methylpyrrolidin-2-yl)propane-1,2-diol CC([C@H](O)[C@]1(NCCC1)C)(C)O